(3R)-3-amino-5-[(4-chlorophenyl)methyl]-8-fluoro-7-[5-[2-[2-hydroxyethyl(methyl)amino]-1,1-dimethyl-ethyl]-1,3,4-oxadiazol-2-yl]-1,1-dioxo-2,3-dihydro-1lambda6,5-benzothiazepin-4-one N[C@H]1CS(C2=C(N(C1=O)CC1=CC=C(C=C1)Cl)C=C(C(=C2)F)C=2OC(=NN2)C(CN(C)CCO)(C)C)(=O)=O